6-chloro-3-(((1R)-1-(2-cyano-3-(3-hydroxy-2-(2-methoxyphenyl)pyrrolidin-1-yl)-7-methylquinoxalin-5-yl)ethyl)amino)picolinic acid ClC1=CC=C(C(=N1)C(=O)O)N[C@H](C)C1=C2N=C(C(=NC2=CC(=C1)C)C#N)N1C(C(CC1)O)C1=C(C=CC=C1)OC